(5-methoxy-6-(3-(1-methyl-1H-pyrazol-3-yl)phenyl)-2-morpholinopyrimidin-4-yl)(pyridin-4-yl)methanol butyl-4-(6-fluoroindolin-5-yl)piperidine-1-carboxylate C(CCC)C1N(CCC(C1)C=1C=C2CCNC2=CC1F)C(=O)OC(C1=CC=NC=C1)C1=NC(=NC(=C1OC)C1=CC(=CC=C1)C1=NN(C=C1)C)N1CCOCC1